CC=1N=C(SC1C)NC(=O)C1=C(C=CC=C1)NC(CCCCC(=O)O)=O 6-((2-((4,5-dimethylthiazol-2-yl)carbamoyl)phenyl)amino)-6-oxohexanoic acid